C(C)OCCC=C(C(=O)O)C 2-ethoxyethyl-(methacrylic acid)